6-(2-chloro-6-fluorophenyl)-4-((4-(morpholine-4-carbonyl)phenyl)amino)pyridazine-3-carboxylic acid methyl ester COC(=O)C=1N=NC(=CC1NC1=CC=C(C=C1)C(=O)N1CCOCC1)C1=C(C=CC=C1F)Cl